1-{4-[(2-{3-[(2-methoxy-4-sulfamoylphenyl) amino]prop-1-yn-1-yl}-1-(2,2,2-trifluoroethyl)-1H-indol-4-yl)amino] piperidin-1-yl}propan-2-yl acetate C(C)(=O)OC(CN1CCC(CC1)NC1=C2C=C(N(C2=CC=C1)CC(F)(F)F)C#CCNC1=C(C=C(C=C1)S(N)(=O)=O)OC)C